ClC1=CC=C(C=C1)C=1C=NC=CC1CO (3-(4-chlorophenyl)pyridin-4-yl)methanol